C(C)(CC)[SiH](O[SiH](CC)C(C)CC)CC 1,3-di-sec-butyl-1,3-diethyldisiloxane